Dihydroxynaphthalin OC1=C(C2=CC=CC=C2C=C1)O